({[(2R,3R,4S,5R)-5-(2-chloro-6-{[(3R)-oxolan-3-yl]amino}-9H-purin-9-yl)-4-fluoro-3-hydroxyoxolan-2-yl]methoxy}methyl)phosphonic acid ClC1=NC(=C2N=CN(C2=N1)[C@H]1[C@H]([C@@H]([C@H](O1)COCP(O)(O)=O)O)F)N[C@H]1COCC1